FC1(CN(CC[C@H]1C)C=1N=C2N(C(C1C)=O)C=C(C=C2[C@@H](C)NC2=C(C(=O)O)C=CC=C2)C)F 2-(((R)-1-(2-((R)-3,3-difluoro-4-methylpiperidin-1-yl)-3,7-dimethyl-4-oxo-4H-pyrido[1,2-a]pyrimidin-9-yl)ethyl)amino)benzoic acid